C(C1=CNC2=CC=CC=C12)C1=CNC2=CC=CC=C12 3,3'-methylenebisindole